CC1=CC=C(C=C1)N1C=NC(=C1)C(=O)N 1-(4-methylphenyl)-1H-imidazole-4-carboxamide